C(C)(=O)OC1=C(C=C(C=C1)C=CC(=O)N=C=O)OC (4-acetoxy-3-methoxyphenyl)acryloyl isocyanate